(-)-2-tert-butyl-1-cyclohexyl acetate C(C)(=O)OC1C(CCCC1)C(C)(C)C